2-amino-5-bromoaminopyrazine NC1=NC=C(N=C1)NBr